octadeca-2,13-diene-1-yl acetate C(C)(=O)OCC=CCCCCCCCCCC=CCCCC